C1(CC1)C1=CC(=NN1)NC(CC=1C=NN(C1)C1=CC(=CC(=C1)F)F)=O N-(5-cyclopropyl-1H-pyrazol-3-yl)-2-[1-(3,5-difluorophenyl)pyrazol-4-yl]acetamide